NC=1C(=NNC1)C(C)(C)C amino-t-butylpyrazole